ethyl 5-[(4-fluorophenyl)methyl]-8-hydroxy-6-oxo-pyrido[2,3-b]pyrazine-7-carboxylate FC1=CC=C(C=C1)CN1C(C(=C(C=2C1=NC=CN2)O)C(=O)OCC)=O